N=1C=NN2C1C=C(C=C2)OC2=C(C=C(C=C2)NC2=NC=NN1C2=C(C=C1)C1CN(C1)C(\C=C\CN1CCCCC1)=O)C (E)-1-(3-(4-((4-([1,2,4]triazolo[1,5-a]pyridin-7-yloxy)-3-methylphenyl)-amino)pyrrolo[2,1-f][1,2,4]triazin-5-yl)azetidin-1-yl)-4-(piperidin-1-yl)but-2-en-1-one